CC1(COC(OC1)C1=CC=C(N)C=C1)C 4-(5,5-dimethyl-1,3-dioxan-2-yl)aniline